CNC(=O)C1=NN(C(=C1)C(=O)N)C(C)C1=CC=CC=C1 N3-methyl-1-(1-phenylethyl)-1H-Pyrazole-3,5-dicarboxamide